BrC=1C=C2C(=NC1)OC(=N2)C=2C=NC=CC2 3-{6-bromo-[1,3]Oxazolo[5,4-b]Pyridin-2-yl}pyridine